1-(3-nitro-5-(trifluoromethyl)phenyl)ethane [N+](=O)([O-])C=1C=C(C=C(C1)C(F)(F)F)CC